(2-{2-[2-(2-{2-[(4S)-5-methoxy-4-(18-methoxy-18-oxooctadecanamido)-5-oxopentanamido]-ethoxy}ethoxy)acetamido]ethoxy}ethoxy)acetic acid COC([C@H](CCC(=O)NCCOCCOCC(=O)NCCOCCOCC(=O)O)NC(CCCCCCCCCCCCCCCCC(=O)OC)=O)=O